C(C=C)(=O)O.C(C=C)(=O)O.CCCCCCCCCCCCO 12-dodecanol diacrylate